mercapto-3-methyl-1-butanol SC(CC(C)C)O